tert-Butyl-N-{[(3aR,4R,6R,6aS)-6-{5-bromopyrrolo[2,3-d]pyrimidin-7-yl}-2,2-dimethyl-tetrahydro-3aH-cyclopenta[d][1,3]dioxol-4-yl]methyl}carbamate C(C)(C)(C)OC(NC[C@H]1C[C@H]([C@@H]2OC(O[C@@H]21)(C)C)N2C=C(C1=C2N=CN=C1)Br)=O